ClC=1C(=C(C=CC1)C1=CC=C(C=C1)C(=O)N1[C@@H](C\C(\C1)=N/OC)CO)C (S,E)-(3'-chloro-2'-methyl-[1,1'-biphenyl]-4-yl)(2-(hydroxymethyl)-4-(methoxyimino)pyrrolidin-1-yl)methanone